N-nonyl-1,2,3,4-tetrahydroquinoline C(CCCCCCCC)N1CCCC2=CC=CC=C12